N-[1-[5-chloro-2-(4-morpholinoanilino)pyrimidin-4-yl]-3-methyl-indol-5-yl]prop-2-enamide ClC=1C(=NC(=NC1)NC1=CC=C(C=C1)N1CCOCC1)N1C=C(C2=CC(=CC=C12)NC(C=C)=O)C